BrC1=C(C=C(C(=C1)C(Br)Br)Br)C(Br)Br 1,4-dibromo-2,5-bis(dibromomethyl)benzene